FC1=CC=C(C=C1)C1SCC(N1C1=C(C=C(C(=O)OCCCN(C)C)C=C1)C)=O 3-(Dimethylamino)propyl 4-[2-(4-fluorophenyl)-4-oxo-1,3-thiazolidin-3-yl]-3-methylbenzoate